17-{[(1S)-3-[(35-azido-3,6,9,12,15,18,21,24,27,30,33-undecaoxapentatriacontan-1-yl)carbamoyl]-1-carboxypropyl]carbamoyl}heptadecanoic acid N(=[N+]=[N-])CCOCCOCCOCCOCCOCCOCCOCCOCCOCCOCCOCCNC(=O)CC[C@@H](C(=O)O)NC(=O)CCCCCCCCCCCCCCCCC(=O)O